5-(2-Chloro-5-methylpyrimidin-4-yl)-2-cyclobutyl-4,5,6,7-tetrahydrothiazolo[5,4-c]pyridine ClC1=NC=C(C(=N1)N1CC2=C(CC1)N=C(S2)C2CCC2)C